dihydro-3H-2-benzazepine-6-Sulfonyl chloride C1NCC=CC=2C1=CC=CC2S(=O)(=O)Cl